C(CCCC)[S+]1CCCC1 1-pentyl-tetrahydrothiophenium